FC1(C(CN(CC1)C1=CN=CC(=N1)C(=O)N/N=C/C1=CC(=CC(=C1)OC)OC)C)F (E)-6-(4,4-difluoro-3-methylpiperidin-1-yl)-N'-(3,5-dimethoxybenzylidene)pyrazine-2-carbohydrazide